5-(4-bromo-3-methylphenoxy)-1H-1,2,3-triazole-4-carboxylic acid BrC1=C(C=C(OC2=C(N=NN2)C(=O)O)C=C1)C